C1(=CC=CC=C1)NC1=NC(=NC=C1)C(=O)N PHENYLAMINOPYRIMIDINEAMIDE